(3R)-N-(3-{5-bromo-2H-pyrazolo[3,4-b]pyridin-2-yl}-4-fluorophenyl)-3-fluoropyrrolidine BrC1=CC=2C(N=C1)=NN(C2)C=2C=C(C=CC2F)N2C[C@@H](CC2)F